4-bromo-1-(2-carboxyethyl)-1H-pyrrole-2-carboxylic acid BrC=1C=C(N(C1)CCC(=O)O)C(=O)O